4-{(3S,5aR,6R,7R,8aS)-6-[(1E,3S)-4-(2,5-difluorophenoxy)-3-hydroxy-1-buten-1-yl]-7-hydroxyoctahydro-2H-cyclopenta[b]oxepin-3-yl}butanoic acid FC1=C(OC[C@H](/C=C/[C@H]2[C@@H](C[C@@H]3OC[C@H](CC[C@@H]32)CCCC(=O)O)O)O)C=C(C=C1)F